N4-(cyclopentylmethyl)-N2-(2-methoxy-4-(morpholino-sulfonyl)phenyl)-5-(trifluoromethyl)-7H-pyrrolo[2,3-d]pyrimidine-2,4-diamine C1(CCCC1)CNC=1C2=C(N=C(N1)NC1=C(C=C(C=C1)S(=O)(=O)C1CNCCO1)OC)NC=C2C(F)(F)F